tert-butyl-4-(4-bromo-3,5-difluorophenoxy)piperidine methyl-(E)-3-(1-(tetrahydro-2H-pyran-2-yl)-1H-pyrazolo[3,4-b]pyridin-6-yl)acrylate COC(\C=C\C1=CC=C2C(=N1)N(N=C2)C2OCCCC2)=O.C(C)(C)(C)N2CCC(CC2)OC2=CC(=C(C(=C2)F)Br)F